ClC1=C(C=C2C(NC(NC2=C1SC[C@@H](CN(C)C)O)=O)=O)C(F)(F)F (R)-7-chloro-8-((3-(dimethylamino)-2-hydroxypropyl)thio)-6-(trifluoromethyl)quinazoline-2,4(1H,3H)-dione